C1(=CC=C(C=C1)C(=O)Cl)C(=O)Cl benzene-1,4-dicarbonyldichloride